3-(2-chloro-5-fluoropyrimidin-4-yl)-1-cyclopropyl-5-fluoro-1H-indole ClC1=NC=C(C(=N1)C1=CN(C2=CC=C(C=C12)F)C1CC1)F